N-hexadecyl-1-((3R,5S)-5-(hydroxymethyl)-1-tritylpiperidin-3-yl)-2,4-dioxo-1,2,3,4-tetrahydropyrimidine-5-carboxamide C(CCCCCCCCCCCCCCC)NC(=O)C=1C(NC(N(C1)[C@H]1CN(C[C@H](C1)CO)C(C1=CC=CC=C1)(C1=CC=CC=C1)C1=CC=CC=C1)=O)=O